N-(2-cyclopropyl-4-iodo-5-methylphenyl)-N-[1-(2-hydroxy-2-methylpropyl)pyrazolo[4,3-b]pyridin-5-yl]but-2-ynamide C1(CC1)C1=C(C=C(C(=C1)I)C)N(C(C#CC)=O)C1=CC=C2C(=N1)C=NN2CC(C)(C)O